(4-(5-chloro-3-methyl-1H-pyrazol-1-yl)phenyl)methanamine ClC1=CC(=NN1C1=CC=C(C=C1)CN)C